N-[1-(dicyclopropylmethyl)-2-[[5-(3,5-dimethyl-1H-pyrazol-4-yl)-6-methoxy-2-pyridyl]amino]-2-oxo-ethyl]-2-ethyl-pyrazole-3-carboxamide C1(CC1)C(C(C(=O)NC1=NC(=C(C=C1)C=1C(=NNC1C)C)OC)NC(=O)C=1N(N=CC1)CC)C1CC1